COC=1C=C(C=C(C1)OC)/C=C/C1=CC=C(C=C1)O 4-[(1E)-2-(3,5-dimethoxyphenyl)vinyl]-phenol